[Bis[2-[carboxymethyl[[2-[4-[(E)-3-[4-(dimethylamino)phenyl]propenoyl]phenoxy]ethyl]carbamoylmethyl]amino]ethyl]amino]acetic acid C(=O)(O)CN(CCN(CCN(CC(=O)O)CC(NCCOC1=CC=C(C=C1)C(\C=C\C1=CC=C(C=C1)N(C)C)=O)=O)CC(=O)O)CC(NCCOC1=CC=C(C=C1)C(\C=C\C1=CC=C(C=C1)N(C)C)=O)=O